2-methoxy-N-methyl-5-[3-[4-(pentafluorosulfanyl)phenoxy]pyrazin-2-yl]benzenesulfonamide COC1=C(C=C(C=C1)C1=NC=CN=C1OC1=CC=C(C=C1)S(F)(F)(F)(F)F)S(=O)(=O)NC